(1-(1H-indol-3-yl)hexan-2-yl)-6-(3-hydroxy-3-methylpyrrolidin-1-yl)benzo[b]thiophene-2-carboxamide N1C=C(C2=CC=CC=C12)CC(CCCC)C=1C2=C(SC1C(=O)N)C=C(C=C2)N2CC(CC2)(C)O